N-[6-(5-chloro-1,3-benzothiazol-2-yl)spiro[3.3]heptan-2-yl]-2-(dimethylamino)pyridine-4-carboxamide ClC=1C=CC2=C(N=C(S2)C2CC3(CC(C3)NC(=O)C3=CC(=NC=C3)N(C)C)C2)C1